(6S)-6-[[3-(trifluoromethylsulfonyl)phenyl]methyl]-2-azaspiro[3.4]octane-2-carboxylic acid tert-butyl ester C(C)(C)(C)OC(=O)N1CC2(C1)C[C@@H](CC2)CC2=CC(=CC=C2)S(=O)(=O)C(F)(F)F